BrC=1C=C(C2=CC=CC=C2C1)C1=NC(=NC(=N1)C1=CC=CC=C1)C1=CC=CC=C1 2-(3-bromonaphthalen-1-yl)-4,6-diphenyl-1,3,5-triazine